N-[1-[5-fluoro-2-[[5-methyl-1-(oxetan-3-yl)pyrazol-4-yl]amino]pyrimidin-4-yl]-3-methyl-indol-5-yl]prop-2-enamide FC=1C(=NC(=NC1)NC=1C=NN(C1C)C1COC1)N1C=C(C2=CC(=CC=C12)NC(C=C)=O)C